4-((tetrahydro-2H-pyran-2-yloxy)methyl)-1,2,3-thiadiazole-5-carboxylic acid O1C(CCCC1)OCC=1N=NSC1C(=O)O